Tetrahydropyran-3-amine TFA salt OC(=O)C(F)(F)F.O1CC(CCC1)N